1-(4-((5-(3,5-Dimethylisoxazol-4-yl)-2-methylphenyl)amino)phenyl)cyclopropane-1-carbonitrile CC1=NOC(=C1C=1C=CC(=C(C1)NC1=CC=C(C=C1)C1(CC1)C#N)C)C